NC=1C=2N(C=C(N1)C)C(=NC2C2=C(C(=C(C=C2)NC(C(O)C2=CC(=CC(=C2)C(F)(F)F)F)=O)F)F)C([2H])([2H])[2H] N-[4-[8-amino-6-methyl-3-(trideuteriomethyl)imidazo[1,5-a]pyrazin-1-yl]-2,3-difluoro-phenyl]-2-[3-fluoro-5-(trifluoromethyl)phenyl]-2-hydroxy-acetamide